2-({[4-(6-chloropyridin-3-yl)phenyl]methyl}(2,2-dimethylpropyl)amino)pyrimidine-4-carbonitrile ClC1=CC=C(C=N1)C1=CC=C(C=C1)CN(C1=NC=CC(=N1)C#N)CC(C)(C)C